3-(4-(aminomethyl)phenyl)-6-((1-(2-fluoro-4-(2-methylthiazol-5-yl)benzyl)-4-hydroxypiperidin-4-yl)methyl)-2-methyl-2,6-dihydro-7H-pyrazolo[4,3-d]pyrimidin-7-one dihydrochloride Cl.Cl.NCC1=CC=C(C=C1)C=1N(N=C2C1N=CN(C2=O)CC2(CCN(CC2)CC2=C(C=C(C=C2)C2=CN=C(S2)C)F)O)C